(3aR,5s,6aS)-2-(3,3-dimethylbutyl)-N-(6-morpholinopyridazin-3-yl)-3,3a,4,5,6,6a-hexahydro-1H-cyclopenta[c]pyrrol-5-amine CC(CCN1C[C@@H]2[C@H](C1)CC(C2)NC=2N=NC(=CC2)N2CCOCC2)(C)C